[4-(methoxymethyl)-2-thienyl]methanone COCC=1C=C(SC1)C=O